[N+](=O)([O-])C=1C=C(C=CC1)N1CCC(CC1)C1=CC=CC=C1 1-(3-nitrophenyl)-4-phenyl-piperidine